3-(((1-(Anthracen-9-ylmethyl)-1H-1,2,3-triazol-4-yl)methyl)(3-(bis(4-methoxyphenyl) (phenyl)methoxy)propyl)amino)propyl (2-cyanoethyl) diisopropylphosphoramidite C(C)(C)N(P(OCCCN(CCCOC(C1=CC=CC=C1)(C1=CC=C(C=C1)OC)C1=CC=C(C=C1)OC)CC=1N=NN(C1)CC=1C2=CC=CC=C2C=C2C=CC=CC12)OCCC#N)C(C)C